(R)-4-(6-(6-fluoro-1H-indol-4-yl)-1-(methylsulfonyl)-1H-pyrrolo[2,3-b]pyridine-4-yl)-3-methylmorpholine FC1=CC(=C2C=CNC2=C1)C1=CC(=C2C(=N1)N(C=C2)S(=O)(=O)C)N2[C@@H](COCC2)C